9-Hydroxy-xanthene OC1C2=CC=CC=C2OC=2C=CC=CC12